4-(5-[3-(dimethylamino)-4-fluorophenyl]thiophen-2-ylmethyl)-2,4-dihydro-3H-1,2,4-triazol-3-one hydrochloride Cl.CN(C=1C=C(C=CC1F)C1=CC=C(S1)CN1C(NN=C1)=O)C